N[C@H]1CN(CCC1)C(=O)C1=CC2=C(N(C(=N2)C2=CC=3C(=NC(=CC3)N(S(=O)(=O)CCCC)C)N2CC2CC2)C)C(=C1)OC (R)-N-(2-(5-(3-aminopiperidine-1-carbonyl)-7-methoxy-1-methyl-1H-benzo[d]imidazol-2-yl)-1-(cyclopropylmethyl)-1H-pyrrolo[2,3-b]pyridin-6-yl)-N-methylbutane-1-sulfonamide